FC1=CC=C2C(=C(NC2=C1F)C1=NC(=NN1)C(F)(F)F)C=1C=NNC1 6,7-difluoro-3-(1H-pyrazol-4-yl)-2-(3-(trifluoromethyl)-1H-1,2,4-triazol-5-yl)-1H-indole